O=C1NC(CCC1N1C(N(C2=C1C=CC(=C2)C2=C(C=C(C=C2)CC(=O)OC(C)(C)C)C)C)=O)=O tert-butyl 2-[4-[1-(2,6-dioxo-3-piperidyl)-3-methyl-2-oxo-benzimidazol-5-yl]-3-methyl-phenyl]acetate